((2-(((3S,6S,7aR,8aS,9aR)-5-oxo-3-(3-(pyridin-2-yl)azetidine-1-carbonyl)decahydro-1H-cyclopropa[d]pyrrolo[1,2-a]azocin-6-yl)carbamoyl)benzo[b]thiophen-5-yl)methyl)phosphonic acid O=C1[C@H](C[C@@H]2[C@H](C[C@@H]3N1[C@@H](CC3)C(=O)N3CC(C3)C3=NC=CC=C3)C2)NC(=O)C2=CC3=C(S2)C=CC(=C3)CP(O)(O)=O